BrC=1C=C(C(=NC1)[N+](=O)[O-])NC(C)C 5-bromo-N-isopropyl-2-nitropyridin-3-amine